C1(CCC1)C1=CC=C(C=C1)N1N=C2C=3[C@@H](N(CCC13)C(=O)OC(C)(C)C)CN(CCO2)C(=O)OCC2=CC=CC=C2 |r| (rac)-7-benzyl 5-(tert-butyl) 2-(4-cyclobutylphenyl)-3,4,5a,6,8,9-hexahydro-2H-10-oxa-1,2,5,7-tetraazacycloocta[cd]indene-5,7-dicarboxylate